n-butoxyethyl methacrylate benzoate (dimethylamino)benzoate CN(C)C1=C(C(=O)O)C=CC=C1.C(C1=CC=CC=C1)(=O)O.C(C(=C)C)(=O)OCCOCCCC